C(#N)C[C@@H]1N(CCN(C1)C1=NC(=NC=2CN(CCCC21)C2=C(C=CC=C2)C(F)(F)F)OC[C@H]2N(CCC2)C)C(=O)OCC2=CC=CC=C2 benzyl (2S)-2-(cyanomethyl)-4-[2-[[(2S)-1-methylpyrrolidin-2-yl]methoxy]-8-[2-(trifluoromethyl)phenyl]-5,6,7,9-tetrahydropyrimido[4,5-c]azepin-4-yl]piperazine-1-carboxylate